FC(C1CNCCC1N)(F)F 3-(trifluoromethyl)piperidin-4-amine